N1(N=CC=C1)C1CCN(CC1)C(=O)C1=NC2=CC=C(C=C2C(=C1)C(=O)N(C)C1CC1)OCC=1SC2=C(N1)C=CC=C2 2-(4-(1H-pyrazol-1-yl)piperidine-1-carbonyl)-6-(benzo[d]-thiazol-2-ylmethoxy)-N-cyclopropyl-N-methylquinoline-4-carboxamide